C(CC)N[O-].C(CCCCCCC\C=C/CCCCCCCC)(=O)N oleic amide propyl-aminoxide